tert-butyl 2-(5-((2,4-dimethoxybenzyl)amino)-2-(methylthio)-6-oxopyrimidin-1(6H)-yl)acetate COC1=C(CNC2=CN=C(N(C2=O)CC(=O)OC(C)(C)C)SC)C=CC(=C1)OC